ethyl 2-(azidomethyl)-8-fluoro-6,7-dihydro-5H-cyclopenta[f][1,3]benzoxazole-6-carboxylate N(=[N+]=[N-])CC=1OC2=C(N1)C=C1C(=C2F)CC(C1)C(=O)OCC